butanedithiol dithioacrylate C(C=C)(=S)S.C(CCC)(S)S